7-[1-(2-hydroxy-4,6-dimethyl-nicotinoyl)-4-piperidyl]-1,3-dihydro-1,3,4-triaza-2-indenone OC1=C(C(=O)N2CCC(CC2)C=2C=CN=C3NC(NC23)=O)C(=CC(=N1)C)C